BrC=1C=C(C=CC1)C1(CC(C1)(F)F)CC(=O)OCC Ethyl 2-[1-(3-bromophenyl)-3,3-difluoro-cyclobutyl]acetate